N-(tert-butoxycarbonyl)-O-cyclohexyl-D-homoserine methyl ester COC([C@H](NC(=O)OC(C)(C)C)CCOC1CCCCC1)=O